6-amino-7-methyl-3,4-dihydro-1H-quinolin-2-one NC=1C=C2CCC(NC2=CC1C)=O